5-(2-methylheptadecan-2-yl)-1,2,3-oxadiazol-4(5H)-one CC(C)(CCCCCCCCCCCCCCC)C1C(N=NO1)=O